2-oxo-2-[[(1R)-1-phenylethyl]amino]ethylhexanoic acid O=C(CC(C(=O)O)CCCC)N[C@H](C)C1=CC=CC=C1